1,1-dimethyl-1,5-pentanediol CC(CCCCO)(O)C